3-ethyl-4,7-dimethyl-5-oxo-4,5-dihydro-3H-pyrazolo[3,4-c]isoquinoline C(C)N1N=CC2=C1N(C(C=1C=C(C=CC21)C)=O)C